tris(2-(2-methoxyethoxy)ethoxy)benzoyl chloride COCCOCCOC1=C(C(=C(C(=O)Cl)C=C1)OCCOCCOC)OCCOCCOC